O=C(COC(COC=1C=CC(=C2C=CC=NC12)Cl)=O)C (5-chloro-8-quinolinoxy)acetic acid 2-oxo-prop-1-yl ester